BrCC1=C(C=C(C=C1)CBr)I 1,4-bis(bromomethyl)-2-iodobenzene